3-(5-isobutyl-3-methylcyclohexen-1-en-1-yl)propanal C(C(C)C)C1C=C(C=C(C1)CCC=O)C